C(#N)C=1C(=CC(=C(C1)F)[N+](=O)[O-])F 5-cyano-1,4-difluoro-2-nitro-benzene